Methyl (Z)-1-(4-amino-2-fluorobut-2-en-1-yl)-4-(3-(N-isopropylsulfamoyl)-4-methoxyphenyl)-1H-benzo[d][1,2,3]triazole-6-carboxylate hydrochloride Cl.NC\C=C(\CN1N=NC2=C1C=C(C=C2C2=CC(=C(C=C2)OC)S(NC(C)C)(=O)=O)C(=O)OC)/F